6-chloro-4-((2-methyl-1-oxoisoindolin-5-yl)amino)pyridazine-3-carboxylic acid methyl ester COC(=O)C=1N=NC(=CC1NC=1C=C2CN(C(C2=CC1)=O)C)Cl